4-((S or R)-6-chloro-4-((1R,5S)-1,5-dimethyl-3,8-diazabicyclo[3.2.1]octan-3-yl)-8-fluoro-2-(((S)-1-methylpyrrolidin-2-yl)methoxy)quinazolin-7-yl)naphthalen-2-ol diformate C(=O)O.C(=O)O.ClC=1C=C2C(=NC(=NC2=C(C1C1=CC(=CC2=CC=CC=C12)O)F)OC[C@H]1N(CCC1)C)N1C[C@]2(CC[C@@](C1)(N2)C)C